CC1(OB(OC1(C)C)C1=C(C=CC(=C1)B1OC(C(O1)(C)C)(C)C)NC(C1=C(C=CC=C1)Cl)=O)C N-[2,4-bis(4,4,5,5-tetramethyl-1,3,2-dioxaborolan-2-yl)phenyl]-2-chlorobenzamide